C1(=C(C(=C(C(=C1C1=CC(=CC=C1O)C)C)C1=CC(=CC=C1O)C)C)C1=CC(=CC=C1O)C)C (mesitylene-2,4,6-tri-yl)tri-p-cresol